OCC1=CC(=NC=C1)C(=O)N[C@@H]1COC2=C1C=CC(=C2)C2=NOC(=N2)C (S)-4-(hydroxymethyl)-N-(6-(5-methyl-1,2,4-oxadiazol-3-yl)-2,3-dihydrobenzofuran-3-yl)picolinamide